Methyl 4-decyloxy-3-methoxybenzoate C(CCCCCCCCC)OC1=C(C=C(C(=O)OC)C=C1)OC